S-(benzo[d]thiazol-2-yl) 6-methyl-4-oxo-4H-chromen-3-thiocarboxylate CC=1C=C2C(C(=COC2=CC1)C(SC=1SC2=C(N1)C=CC=C2)=O)=O